7,10,13-eicosatriynoic acid C(CCCCCC#CCC#CCC#CCCCCCC)(=O)O